4-amino-1-(4-(3-chloro-5-ethyl-2-methoxyphenyl)piperazin-1-yl)butan NCCCCN1CCN(CC1)C1=C(C(=CC(=C1)CC)Cl)OC